N-[(4-Benzyl-1,3-oxazol-2-yl)methyl]-2-chloro-N-methyl-5H,6H,7H-cyclopenta[d]pyrimidin-4-amine C(C1=CC=CC=C1)C=1N=C(OC1)CN(C=1C2=C(N=C(N1)Cl)CCC2)C